5-fluoro-N-isopropyl-benzamide FC=1C=CC=C(C(=O)NC(C)C)C1